3-methoxy-2-methylpropanoic acid benzyl ester C(C1=CC=CC=C1)OC(C(COC)C)=O